FC=1C=C(C=CC1)C(O)C1=CC=CC=C1 3-fluoro-α-phenylbenzenemethanol